C(CC)[Si]1(O[Si](O[Si](O[Si](O[Si](O[Si](O[Si](O[Si](O[Si](O[Si](O1)(CCC)CCC)(CCC)CCC)(CCC)CCC)(CCC)CCC)(CCC)CCC)(CCC)CCC)(CCC)CCC)(CCC)CCC)(CCC)CCC)CCC icosapropylcyclodecasiloxane